4,6-dibromo-1H-pyrrolo[3,2-c]Pyridine-7-carboxylic acid BrC1=NC(=C(C2=C1C=CN2)C(=O)O)Br